ClC1=C(C(=CC=C1Cl)OCOC)[C@@H]1N(CC(C1)C(C(=O)OCC)(C)C)C(=O)OC(C)(C)C tert-butyl (2R)-2-[2,3-dichloro-6-(methoxymethoxy)phenyl]-4-(1-ethoxy-2-methyl-1-oxopropan-2-yl)pyrrolidine-1-carboxylate